3-isobutylimidazo[4,5-b]pyridin-2-ylamine dimesylate S(C)(=O)(=O)O.S(C)(=O)(=O)O.C(C(C)C)N1C(=NC=2C1=NC=CC2)N